Glucose Carbonate C(O)(O)=O.O=C[C@H](O)[C@@H](O)[C@H](O)[C@H](O)CO